1-butenyl alcohol C(=CCC)O